C(CCC\C=C/C\C=C/C\C=C/C\C=C/CCCCC)(=O)[O-] (5Z,8Z,11Z,14Z)-icosa-5,8,11,14-tetraenoate